C(SCSCO)O 2,4-dithia-1,5-pentanediol